(S,Z)-4'-(2-(Hydroxymethyl)-4-(methoxyimino)pyrrolidine-1-carbonyl)-2-methyl-3-(oxetan-3-yloxy)-[1,1'-biphenyl]-3-carbonitrile OCC1N(C\C(\C1)=N/OC)C(=O)C1=CC=C(C=C1)C=1[C@@H](C(C=CC1)(C#N)OC1COC1)C